2-(3-oxopropyl)-3H-imidazo[4,5-b]pyridine-3-carboxylic acid tert.Butyl ester C(C)(C)(C)OC(=O)N1C(=NC=2C1=NC=CC2)CCC=O